N-(3-chloro-5-(methylsulfonamido)phenyl)-5-(5-(3-fluoro-3-methylazetidin-1-yl)pyridin-2-yl)-1-methyl-1H-pyrrole-3-carboxamide ClC=1C=C(C=C(C1)NS(=O)(=O)C)NC(=O)C1=CN(C(=C1)C1=NC=C(C=C1)N1CC(C1)(C)F)C